C1OCC12CCC(CC2)C2=CC=C(N)C=C2 4-(2-oxaspiro[3.5]non-7-yl)aniline